Cl.CN(S(=O)(=O)C1CCCCC1)C N,N-dimethylcyclohexane-1-sulfonamide hydrochloride